7-Bromoisoquinoline-3-carboxylic acid methyl ester COC(=O)C=1N=CC2=CC(=CC=C2C1)Br